FC1=CC=C(C=C1)[C@@H]1N(OCC1)C1=CC(=NC=N1)NC=1C(=CC(=C(C1)NC(C=C)=O)N1CCC(CC1)N1CCN(CC1)C1COC1)OC N-(5-((6-((R)-3-(4-fluorophenyl)isoxazolidine-2-yl)pyrimidine-4-yl)amino)-4-methoxy-2-(4-(4-(oxetane-3-yl)piperazine-1-yl)piperidine-1-yl)phenyl)acrylamide